N-(4-Ethoxyphenyl)-N1-(3-fluorophenyl)-6-morpholin-4-yl-[1,3,5]triazine-2,4-diamine hydrochloride Cl.C(C)OC1=CC=C(C=C1)NC1N(C(=NC(=N1)N)N1CCOCC1)C1=CC(=CC=C1)F